FC1=CC(=C(C(=O)O)C=C1NC1CCC(CC1)(C(=O)OCC1=CC=CC2=CC=CC=C12)C)OC 4-fluoro-2-methoxy-5-[[4-methyl-4-(1-naphthylmethoxycarbonyl)cyclohexyl]amino]benzoic acid